N1C2=C(S[C@H](C1)[C@H](C1=CC=CC=C1)NCCC1=CC=C(C#N)C=C1)N=CC=C2 4-(2-(((S)-((R)-2,3-dihydro-1H-pyrido[2,3-b][1,4]thiazin-3-yl)(phenyl)methyl)amino)ethyl)benzonitrile